[N+](=O)([O-])C1=C(C=CC=C1)SN o-nitrobenzeneSulfenamide